manganese hydroxide salt [OH-].[Mn+2].[OH-]